9-methyl-1,12-dihydro-14H-pyrano[3',4':6,7]indolizino[1,2-b]quinoline-3,14(4H)-dione CC1=CC=2C=C3C(=NC2C=C1)C1=CC2=C(C(N1C3)=O)COC(C2)=O